C1(CC1)OC=1C(=C(C=CC1)C1=C(C(NC(N1)=O)=O)C(=O)O)[N+](=O)[O-] cyclopropaneoxynitrophenyluracilcarboxylic acid